ClC=1C=CC(=C(C1)C1=CC(=C(N=N1)N(C)CC1(C(OCC1)=O)COC)NC1=CC(=NC=C1)NC(CCN1CCN(CC1)C)=O)F N-(4-{[6-(5-chloro-2-fluorophenyl)-3-({[3-(methoxymethyl)-2-oxo-oxolan-3-yl]methyl}(methyl)-amino)pyridazin-4-yl]amino}-pyridin-2-yl)-3-(4-methylpiperazin-1-yl)propanamide